C(\C=C\C(=O)O)(=O)O.FC=1C=C(CNCCC2=CNC3=NC=C(C=C32)C#N)C=CC1 3-(2-((3-fluorobenzyl)amino)ethyl)-1H-pyrrolo[2,3-b]pyridine-5-carbonitrile fumarate salt